O1CCC(CC1)NC(=O)N 1-(tetrahydro-2H-pyran-4-yl)urea